3-(benzyl-(ethyl)amino)-N-((7-fluoro-5-(pyridin-4-yl)-2,3-dihydro-1H-inden-4-yl)carbamoyl)propane-1-sulfonamide C(C1=CC=CC=C1)N(CCCS(=O)(=O)NC(NC1=C2CCCC2=C(C=C1C1=CC=NC=C1)F)=O)CC